2-(2-fluoropyridin-3-yl)-N-[(3S)-2-oxo-5-phenyl-1,3-dihydro-1,4-benzodiazepine-3-yl]-6,7-dihydro-5H-pyrazolo[5,1-b][1,3]Oxazine-3-carboxamide FC1=NC=CC=C1C1=NN2C(OCCC2)=C1C(=O)N[C@@H]1C(NC2=C(C(=N1)C1=CC=CC=C1)C=CC=C2)=O